O=C1N(CC2=CC(=CC=C12)OC1C(CCCC1)N1CC(C1)C1=NC2=CC=CC=C2N=C1)C1C(NC(CC1)=O)=O 3-(1-oxo-5-((2-(3-(quinoxalin-2-yl)azetidin-1-yl)cyclohexyl)oxy)isoindolin-2-yl)piperidine-2,6-dione